O=C(C(=O)N)N1[C@H](CC[C@@H](C1)C)C=1C=CC2=C(N=CS2)C1 2-oxo-2-[(2R,5S)-2-(1,3-benzothiazol-5-yl)-5-methyl-1-piperidyl]acetamide